ClC1=CC2=CN(N=C2C(=C1)C(=O)N)C1=CC=C(C=C1)CNC 5-chloro-2-{4-[(methylamino)methyl]phenyl}-2H-indazole-7-carboxamide